S1N=CN=C1N1CC(C1)O 1-(1,2,4-thiadiazol-5-yl)azetidin-3-ol